6-fluoro-N-((3R,4S)-3-fluoro-1-methylpiperidin-4-yl)-5-(1-(3-fluoropropyl)-1H-benzo[d][1,2,3]triazol-6-yl)-4-methoxypyrrolo[2,1-f][1,2,4]triazin-2-amine FC=1C(=C2C(=NC(=NN2C1)N[C@@H]1[C@@H](CN(CC1)C)F)OC)C=1C=CC2=C(N(N=N2)CCCF)C1